ClC=1C(=C2C=NNC2=C(C1F)OCC)C=1C=CC=2N(C1)C=C(N2)NC(=O)C2C(C2)F N-(6-(5-chloro-7-ethoxy-6-fluoro-1H-indazol-4-yl)imidazo[1,2-a]pyridin-2-yl)-2-fluorocyclopropane-1-carboxamide